5-(3-Acetylpyridine-2-yl)-N-(4-((difluoromethoxy)methyl)-3-fluorobenzyl)-2-fluorobenzamide C(C)(=O)C=1C(=NC=CC1)C=1C=CC(=C(C(=O)NCC2=CC(=C(C=C2)COC(F)F)F)C1)F